1-bromo-2-[bromo(difluoro)methoxy]-4-fluoro-3-methyl-benzene BrC1=C(C(=C(C=C1)F)C)OC(F)(F)Br